N1(CCCCC1)C1CCN(CC1)C(=O)C1CCC(CC1)NC(=O)C1=NN2C(N=CC=C2C2=CC(=C(C=C2)OC)OC)=C1 N-((1R,4R)-4-([1,4'-bipiperidine]-1'-carbonyl)cyclohexyl)-7-(3,4-dimethoxyphenyl)pyrazolo[1,5-a]pyrimidine-2-carboxamide